ClC1=CN=CC(=N1)C#N 6-chloro-pyrazine-2-carbonitrile